3-Tetrahydrofuran-2-ylaniline O1C(CCC1)C=1C=C(N)C=CC1